4-((7-(2-((4-Amino-1,3-dioxoisoindol-2-yl)methyl)thieno[3,2-b]pyridine-7-yl)-5-chloro-1H-indol-1-yl)methyl)piperidine-4-carbonitrile NC1=C2C(N(C(C2=CC=C1)=O)CC1=CC2=NC=CC(=C2S1)C=1C=C(C=C2C=CN(C12)CC1(CCNCC1)C#N)Cl)=O